(2R,3S)-3-((2-(6-chloro-3-methoxyquinolin-8-yl)-5-fluorobenzo[d]thiazol-6-yl)oxy)butan-2-yl (6-(trifluoromethyl)pyridin-3-yl)carbamate FC(C1=CC=C(C=N1)NC(O[C@H](C)[C@H](C)OC1=CC2=C(N=C(S2)C=2C=C(C=C3C=C(C=NC23)OC)Cl)C=C1F)=O)(F)F